OC[C@@H](C(C)C)NC(C1=CC(=CC=C1)NC1=NC=C(C(=N1)NCC=1C(=NC=CC1)N(S(=O)(=O)C)C)C(F)(F)F)=O N-[(1R)-1-(hydroxymethyl)-2-methylpropyl]-3-({4-[({2-[methyl(methylsulfonyl)amino]pyridin-3-yl}methyl)amino]-5-(trifluoromethyl)pyrimidin-2-yl}amino)benzamide